6-methyl-5-{2-methyl-5h,6h,7h,8h-pyrido[4,3-d]pyrimidine-6-carbonyl}-N-(1-methylcyclopropyl)furo[2,3-d]pyrimidin-4-amine CC1=C(C2=C(N=CN=C2NC2(CC2)C)O1)C(=O)N1CC2=C(N=C(N=C2)C)CC1